BrC1=CC=C(C=C1)C1=CC(OCC1)=O 4-(4-bromophenyl)-5,6-dihydro-2H-pyran-2-one